2-(5-((4-ethylpiperazin-1-yl)sulfonyl)-2-propoxyphenyl)-5-methyl-7-propylimidazo[5,1-f][1,2,4]triazin-4(3H)-one C(C)N1CCN(CC1)S(=O)(=O)C=1C=CC(=C(C1)C1=NN2C(C(N1)=O)=C(N=C2CCC)C)OCCC